bis(5,5-dimethyl-2-thioxo-1,3,2-dioxaphosphorinan-2-yl)disulfane CC1(COP(OC1)(=S)SSP1(OCC(CO1)(C)C)=S)C